NC(CCN1N=C(C=C1C)NC1SC=CN1C1=C2C=NNC2=CC=C1C)=O 2-((1-(3-Amino-3-oxopropyl)-5-methyl-1H-pyrazol-3-yl)amino)-N-(5-methyl-1H-indazol-4-yl)thiazole